C1(CCCC1)C1C2C3C4C=CC(C3C(C1)C2)C4 8-Cyclopentyl-tetracyclo[4.4.0.12,5.17,10]dodec-3-ene